Methylammonium Lead Triiodide [Pb+](I)(I)I.C[NH3+]